C1(=CC=CC=C1)[C@@H]1[C@@H](C=2C=CC=CC2CC1)C1=CC=C(C=C1)N1CCN(CC1)C1CCNCC1 (5R,6S)-6-phenyl-5-(4-(4-(piperidin-4-yl)piperazin-1-yl)phenyl)-5,6,7,8-tetrahydronaphthalene